N-(4-(pyrimidin-5-yl)phenyl)acetamide N1=CN=CC(=C1)C1=CC=C(C=C1)NC(C)=O